(3aR,5R,6R,6aR)-5-(hydroxymethyl)-2,2,6-trimethyltetrahydrofuro[2,3-d][1,3]dioxol-6-ol OC[C@@H]1[C@]([C@@H]2[C@@H](OC(O2)(C)C)O1)(O)C